5'-Methyl-2'-(2-((1-((1-methyl-1H-pyrazol-4-yl)sulfonyl)piperidin-4-yl)amino)-5-(trifluoromethyl)pyrimidin-4-yl)spiro[cyclopentane-1,6'-thieno[2,3-c]pyrrol]-4'(5'H)-one CN1C2(C3=C(C1=O)C=C(S3)C3=NC(=NC=C3C(F)(F)F)NC3CCN(CC3)S(=O)(=O)C=3C=NN(C3)C)CCCC2